6-[3-(2-methoxy-4-methylsulfonyl-anilino)prop-1-ynyl]-N-[1-[2-(methylamino)-2-oxo-ethyl]-4-piperidyl]-1-(2,2,2-trifluoroethyl)benzimidazole-4-carboxamide COC1=C(NCC#CC=2C=C(C3=C(N(C=N3)CC(F)(F)F)C2)C(=O)NC2CCN(CC2)CC(=O)NC)C=CC(=C1)S(=O)(=O)C